C(O)CN.ClC=1C=C(CNC=2C3=C(N=C(N2)C2CCC(CC2)C(=O)O)SC2=C3C=CC=C2)C=CC1OC 4-[4-(3-chloro-4-methoxy-benzylamino)-benzo[4,5]thieno[2,3-d]-pyrimidin-2-yl]-cyclohexanecarboxylic acid ethanolamine salt